4,6-dichloro-N-[(1S)-2-[[(1S)-1-cyano-2-[(3S)-2-oxopyrrolidin-3-yl]ethyl]amino]-1-(cyclopropylmethyl)-2-oxo-ethyl]-1H-benzimidazole-2-carboxamide ClC1=CC(=CC=2NC(=NC21)C(=O)N[C@H](C(=O)N[C@@H](C[C@H]2C(NCC2)=O)C#N)CC2CC2)Cl